NC=1C=C(C=CC1Cl)B(O)O 3-AMINO-4-CHLOROPHENYLBORONIC ACID